COC(NC1=CC=C2C3=CNC([C@H](C/C=C/CCCNC2=C1)NC(\C=C\C1=C(C=CC(=C1)Cl)N1N=NN=C1)=O)=N3)=O {(E)-(S)-15-[(E)-3-(5-Chloro-2-tetrazol-1-yl-phenyl)-acryloylamino]-8,17,19-triaza-tricyclo[14.2.1.02,7]nonadeca-1(18),2,4,6,12,16(19)-hexaen-5-yl}-carbamic Acid methyl ester